O=C1NC(CCC1N1C(C2=CC=CC(=C2C1=O)N1CCC(CC1)CCCN1CCC(CC1)C1=CC=C(C(=O)NC2=CC3=C(NC(=N3)CN3[C@H](CCC3)C)C=C2)C=C1)=O)=O 4-(1-(3-(1-(2-(2,6-dioxopiperidin-3-yl)-1,3-dioxoisoindolin-4-yl)piperidin-4-yl)propyl)piperidin-4-yl)-N-(2-(((S)-2-methylpyrrolidin-1-yl)methyl)-1H-benzo[d]imidazol-5-yl)benzamide